4-(morpholinomethyl)-3-(trifluoromethyl)benzoyl chloride O1CCN(CC1)CC1=C(C=C(C(=O)Cl)C=C1)C(F)(F)F